Nε-((tertbutoxy)carbonyl)-L-lysine C(C)(C)(C)OC(=O)NCCCC[C@H](N)C(=O)O